C1(CC1)C1=NNC2=C1C(=NC(=C2)OC)C2=CC(=C(C=C2)S(=O)(=O)C)C 3-cyclopropyl-6-methoxy-4-(3-methyl-4-methylsulfonylphenyl)-1H-pyrazolo[4,3-c]pyridine